1,1,1,3,3,3-hexafluoropropan-2-yl 2-((2-isopropyl-1,2,3,4-tetrahydroisoquinolin-8-yl) methyl)-2,8-diazaspiro[4.5]decane-8-carboxylate C(C)(C)N1CC2=C(C=CC=C2CC1)CN1CC2(CC1)CCN(CC2)C(=O)OC(C(F)(F)F)C(F)(F)F